O1COC2=C1C=CC(=C2)N(C(=O)C=2C=C(C=CC2)N2N=C(C(=C2COC=2C=C(C(=O)OCC)C=CC2)Cl)C)C ethyl 3-[[2-[3-[1,3-benzodioxol-5-yl(methyl)carbamoyl]phenyl]-4-chloro-5-methyl-pyrazol-3-yl]methoxy]benzoate